C12(CC3CC(CC(C1)C3)C2)NCC2=CC(=C(CNC3=C1C(N(C(=NC1=CC=C3)C)C3C(NC(CC3)=O)=O)=O)C=C2)F 3-(5-((4-((adamantan-1-ylamino)methyl)-2-fluorobenzyl)amino)-2-methyl-4-oxoquinazolin-3(4H)-yl)piperidine-2,6-dione